BrC=1C=C(C(=NC1)N)C1=CC=C(C=C1)S(=O)C 5-bromo-3-[4-(methanesulfinyl)phenyl]pyridin-2-amine